2-[4-(benzyloxy)-3-fluorophenyl]-5-methyl-1,2,3-triazole-4-carboxylic acid C(C1=CC=CC=C1)OC1=C(C=C(C=C1)N1N=C(C(=N1)C(=O)O)C)F